2-(4-{[(3R)-1-(2-hydroxyethyl)piperidin-3-yl]amino}-3-methyl[1,2]oxazolo[4,5-d]pyridazin-7-yl)-5-(trifluoromethyl)phenol formate C(=O)OC1=C(C=CC(=C1)C(F)(F)F)C=1C2=C(C(=NN1)N[C@H]1CN(CCC1)CCO)C(=NO2)C